tert-butyl 4-(5-((4-(bis(4-methoxybenzyl)amino)-2-(((R)-pentan-2-yl)oxy)imidazo[2,1-f][1,2,4]triazin-7-yl)(hydroxy)methyl)-3-methylpyridin-2-yl)piperazine-1-carboxylate COC1=CC=C(CN(C2=NC(=NN3C2=NC=C3C(C=3C=C(C(=NC3)N3CCN(CC3)C(=O)OC(C)(C)C)C)O)O[C@H](C)CCC)CC3=CC=C(C=C3)OC)C=C1